tetra-hydroxystearate OC(C(C(=O)[O-])(O)O)(CCCCCCCCCCCCCCC)O